secondary butyl-glycine C(C)(CC)NCC(=O)O